O.O.[Na].CSN1NC=2N(CC1)N(C(N2)=O)[N+](=O)[O-] 2-methylsulfanyl-6-nitro-1,2,4-triazolo[5,1-c]-1,2,4-triazin-7(4H)-one sodium salt dihydrate